The molecule is an 2-oxo monocarboxylic acid consisting of pyruvic acid having a 2-hydroxy-3-methylbenzylidene group at the 3-position. It derives from a pyruvic acid. CC1=C(C(=CC=C1)/C=C/C(=O)C(=O)O)O